C1(=CC=CC=C1)[C@@H](C)C=1C=NC(=NC1)N1CCNCC1 (R)-5-(1-phenylethyl)-2-(piperazin-1-yl)pyrimidine